C12C3C=CC(CCC4C25CCC(C41)C5)C3 pentacyclo[7.4.0.12,5.19,12.08,13]-3-pentadecene